5-(1-((2-methyl-allyl)oxy)cyclopropyl)-2-trityl-2H-tetrazole CC(COC1(CC1)C=1N=NN(N1)C(C1=CC=CC=C1)(C1=CC=CC=C1)C1=CC=CC=C1)=C